N1N=CC(=C1)C1=CNC2=C(C=CC=C12)NC([C@H](CN)C1=CC=CC=C1)=O (S)-N-(3-(1H-pyrazol-4-yl)-1H-indol-7-yl)-3-amino-2-phenylpropionamide